ClC1=CC=C(CNC(=O)C2=CC=3C(=C(N=NC3)OCC3(CC3)S(N(C)CC)(=O)=O)N(C2=O)C)C=C1 N-(4-chlorobenzyl)-8-((1-(N-ethyl-N-methylsulfamoyl)cyclopropyl)methoxy)-1-methyl-2-oxo-1,2-dihydropyrido[2,3-d]pyridazine-3-carboxamide